1-(2,5-difluorophenyl)propane-1,3-diol FC1=C(C=C(C=C1)F)C(CCO)O